FC=1C=C(C=CC1N1C(CNCC1)SSCCN(C)C)N1C(OC(C1)CNC(C)=O)=O N-{[3-(3-fluoro-4-{[(dimethylaminoethylsulfanyl)thio]piperazin-1-yl}phenyl)-2-oxo-5-oxazolidinyl]methyl}acetamide